6-fluoro-2'-methoxy-4'-(4-methylpyridazin-3-yl)-[1,1'-biphenyl] FC1=CC=CC=C1C1=C(C=C(C=C1)C=1N=NC=CC1C)OC